[Si](C)(C)(C(C)(C)C)OC(CCC#CC1=NC=C(C(=C1)NC([O-])=O)OC)(C)C N-[2-[5-[tert-butyl(dimethyl)silyl]oxy-5-methyl-hex-1-ynyl]-5-methoxy-4-pyridyl]carbamate